6-(5-methylthiazol-4-yl)imidazo[1,2-a]pyridin-2-amine CC1=C(N=CS1)C=1C=CC=2N(C1)C=C(N2)N